5-bromo-3'-nitro-[1,1'-biphenyl]-2-carboxylic acid BrC1=CC=C(C(=C1)C1=CC(=CC=C1)[N+](=O)[O-])C(=O)O